N-(2-((2'-(3,5-difluoro-2,6-dimethoxypyridin-4-yl)-2',3'-dihydro-1'H-spiro[cyclopropane-1,4'-[2,7]naphthyridin]-6'-yl)amino)-4-morpholinylphenyl)acrylamide FC=1C(=NC(=C(C1N1CC2=CN=C(C=C2C2(C1)CC2)NC2=C(C=CC(=C2)N2CCOCC2)NC(C=C)=O)F)OC)OC